2-(benzhydryl(methyl)amino)-N-(3-fluorophenyl)-5-hydroxy-1-methyl-6-oxo-1,6-dihydropyrimidine-4-carboxamide C(C1=CC=CC=C1)(C1=CC=CC=C1)N(C=1N(C(C(=C(N1)C(=O)NC1=CC(=CC=C1)F)O)=O)C)C